4-cyano-N-[4-(3-cyanophenyl)-5-(2,6-dimethyl-4-pyridinyl)thiazol-2-yl]piperidine-1-carboxamide C(#N)C1CCN(CC1)C(=O)NC=1SC(=C(N1)C1=CC(=CC=C1)C#N)C1=CC(=NC(=C1)C)C